N1,N1-Bis[3-(triethoxysilyl)propyl]-1,2-ethandiamin C(C)O[Si](CCCN(CCN)CCC[Si](OCC)(OCC)OCC)(OCC)OCC